[Si](C)(C)(C(C)(C)C)OCCOC1=NC(=CC(=C1)NC1=CC=C(C=C1)C)Cl (2-(2-((tert-butyldimethylsilyl)oxy)ethoxy)-6-chloropyridin-4-yl)-4-methylaniline